CC1=CC=C(C=C1)S(=O)(=O)OCCOC1CCN(CC1)C1=CC2=CC=CC(=C2C=C1)N1C(NC(CC1)=O)=O 2-({1-[5-(2,4-dioxo-1,3-diazinan-1-yl) naphthalen-2-yl] piperidin-4-yl}oxy)ethyl 4-methylbenzenesulfonate